OC1=CC=C(C2=C(C=CC=C12)O)O 1,4,5-Trihydroxynaphthalin